5-(3-methoxyphenyl)-2-(4-(trifluoromethyl)phenyl)Oxazole-4-carboxylic acid ethyl ester C(C)OC(=O)C=1N=C(OC1C1=CC(=CC=C1)OC)C1=CC=C(C=C1)C(F)(F)F